tert-butyl 4-(6-(5-((2,4-difluorobenzyl)amino)-6-methoxypyridin-3-yl)quinazolin-4-yl)piperazine-1-carboxylate FC1=C(CNC=2C=C(C=NC2OC)C=2C=C3C(=NC=NC3=CC2)N2CCN(CC2)C(=O)OC(C)(C)C)C=CC(=C1)F